The molecule is an ethylenediamine derivative in which each nitrogen carries two methyl substituents. It is widely employed both as a ligand for metal ions and as a catalyst in organic polymerisation. It has a role as a chelator and a catalyst. CN(C)CCN(C)C